tert-butyl (R)-6-chloro-3-((1-(3-cyclopropyl-6-fluoro-4-oxo-2-(tetrahydro-2H-pyran-4-yl)-3,4-dihydroquinazolin-8-yl)ethyl)amino)picolinate ClC1=CC=C(C(=N1)C(=O)OC(C)(C)C)N[C@H](C)C=1C=C(C=C2C(N(C(=NC12)C1CCOCC1)C1CC1)=O)F